methylenebiscyclohexane C(C1CCCCC1)C1CCCCC1